NC1=NC=NN2C1=C(C=C2C=2C=C(C(=NC2)OC)C(=O)N[C@@H]2CN(C[C@@H]2F)C2C(CCC2)C(C(F)(F)F)O)C(F)(F)F 5-[4-amino-5-(trifluoromethyl)pyrrolo[2,1-f][1,2,4]triazin-7-yl]-N-[(3R,4S)-4-fluoro-1-[2-(2,2,2-trifluoro-1-hydroxyethyl)cyclopentyl]pyrrolidin-3-yl]-2-methoxypyridine-3-carboxamide